tricyclo[5.2.1.0(2,6)]decanedimethanol C1CC2C3CCC(C3)(C2(C1)CO)CO